BrC=1C=C(C=2N(C1)C=C(N2)C2C1CN(CC21)C(=O)OC(C)(C)C)OC tert-butyl 6-(6-bromo-8-methoxy-imidazo[1,2-a]pyridin-2-yl)-3-azabicyclo[3.1.0]hexane-3-carboxylate